tri(2,4-dimethylphenyl)phosphine CC1=C(C=CC(=C1)C)P(C1=C(C=C(C=C1)C)C)C1=C(C=C(C=C1)C)C